(E)-4-benzylidene-2-(4-chlorophenyl)-5-methyl-2,4-dihydro-3H-pyrazol-3-one C(/C1=CC=CC=C1)=C/1\C(N(N=C1C)C1=CC=C(C=C1)Cl)=O